N1=CC=CC=2CN(C=CC12)C(=O)[O-] 1,6-naphthyridine-6(5H)-carboxylate